COC1=C(C2=C(C=C1)C3COC4=C(C3O2)C=CC(=C4)O[C@H]5[C@@H]([C@H]([C@@H]([C@H](O5)CO)O)O)O)OC The molecule is a member of the class of pterocarpans that is 3-hydroxy-9,10-dimethoxypterocarpan in which the phenol hydrogen is replaced by a beta-D-glucosyl residue. It has a role as a plant metabolite. It is a monosaccharide derivative, a beta-D-glucoside, a member of pterocarpans and an aromatic ether.